BrC=1C=C2C(=CC1)C(N(C[C@]21[C@H](C1)C(F)(F)F)CC(=O)OC)=O Methyl 2-[(2's,4r)-6-bromo-1-oxo-2'-(trifluoromethyl)spiro[3H-isoquinoline-4,1'-cyclopropane]-2-yl]acetate